BrC1=CC=C(C=C1)N1C(N(C2=C(C1)C1=C(N=C2)N(C(=C1)C1=CC=C(C=C1)CN1CCC(CC1)S(=O)(=O)C)S(=O)(=O)C1=CC=CC=C1)C)=O 2-(4-bromophenyl)-4-methyl-8-(4-((4-(methylsulfonyl)piperidin-1-yl)methyl)phenyl)-7-(phenylsulfonyl)-1,2,4,7-tetrahydro-3H-pyrrolo[3',2':5,6]pyrido[3,4-d]pyrimidin-3-one